CN(C(=O)[C@H]1NC(OC1)=O)C1=CC=C2C=CC=NC2=C1 (4S)-N-methyl-2-oxo-N-(7-quinolinyl)oxazolidine-4-carboxamide